1,3-dicyclopropyl-2-butene C1(CC1)CC=C(C)C1CC1